FC=1C=C(C=CC1OC)C1=CN=C2N1C=CN=C2NC2=CC(=C(C(=O)N1CCC(CC1)C(=O)N1CC(NCC1)C(=O)O)C=C2)C 4-[1-[4-[[3-(3-fluoro-4-methoxyphenyl)imidazo[1,2-a]pyrazin-8-yl]amino]-2-methylbenzoyl]piperidine-4-carbonyl]piperazine-2-carboxylic acid